4-(4-(5-fluorothiophen-2-yl)-3-nitrophenyl)-1H-pyrazole FC1=CC=C(S1)C1=C(C=C(C=C1)C=1C=NNC1)[N+](=O)[O-]